FC(OC1=C(C=CC(=C1)F)C1=NC(=NO1)[C@@H]1CC12CCN(CC2)S(=O)(=O)N)F (1R)-1-{5-[2-(Difluoromethoxy)-4-fluorophenyl]-1,2,4-oxadiazol-3-yl}-6-azaspiro[2.5]octan-6-sulfonamid